ClC1=CC=C2C(=CNC2=C1)S(=O)(=O)NC1=NC(=C(C=C1F)C(C)C)F 6-chloro-N-[3,6-difluoro-5-(prop-2-yl)pyridin-2-yl]-1H-indole-3-sulfonamide